2-[2-chloro-5-[3-(5-chlorospiro[3H-1-benzofuran-2,4'-piperidine]-1'-yl)-2-hydroxypropoxy]-4-(methylcarbamoyl)phenoxy]-2-methylpropanoic acid ClC1=C(OC(C(=O)O)(C)C)C=C(C(=C1)C(NC)=O)OCC(CN1CCC2(CC1)OC1=C(C2)C=C(C=C1)Cl)O